ClC1=C(C=CC=C1I)I 2-chloro-1,3-diiodobenzene